(2-chloro-5-fluoropyrimidin-4-yl)-1-isopropyl-N-methyl-4-oxo-1,4-dihydroquinoline-2-carboxamide ClC1=NC=C(C(=N1)C1=C(N(C2=CC=CC=C2C1=O)C(C)C)C(=O)NC)F